ONC(C1=C(C=CC=C1)NC(C)C=1C=C(C=C2C(N(C(=NC12)N1CC2=CC=CC=C2C1)C)=O)C)=O N-hydroxy-2-((1-(2-(isoindolin-2-yl)-3,6-dimethyl-4-oxo-3,4-dihydroquinazolin-8-yl)ethyl)amino)benzamide